(S)-2-Amino-N1,N5-bis(4-((4-((2-((S)-2-cyano-4,4-difluoropyrrolidin-1-yl)-2-oxoethyl)carbamoyl)chinolin-6-yl)oxy)butyl)pentandiamid N[C@H](C(=O)NCCCCOC=1C=C2C(=CC=NC2=CC1)C(NCC(=O)N1[C@@H](CC(C1)(F)F)C#N)=O)CCC(=O)NCCCCOC=1C=C2C(=CC=NC2=CC1)C(NCC(N1[C@@H](CC(C1)(F)F)C#N)=O)=O